COC1=CC=C(C=C1)COC1=C2C(=NC=NC2=CC(=C1)N1CCOCC1)C 4-[5-[(4-methoxyphenyl)methoxy]-4-methyl-quinazolin-7-yl]morpholine